C(C)OC(=O)C=1N=CN(C1Cl)C1C(C1)C(F)(F)F ethyl-5-chloro-1-[2-(trifluoromethyl) cyclopropyl]-1H-imidazole-4-carboxylate